[1,3-bis(diphenylphosphino)propane] nickel dibromide [Ni](Br)Br.C1(=CC=CC=C1)P(CCCP(C1=CC=CC=C1)C1=CC=CC=C1)C1=CC=CC=C1